ClC1=CC=C(C=C1)N1C(=C(C=C1)F)C1=CC=C(C=C1)OC 1-(4-chlorophenyl)-3-fluoro-2-(4-methoxyphenyl)-1H-pyrrole